1-(4-(2,6-dioxopiperidin-3-yl)phenyl)piperidin O=C1NC(CCC1C1=CC=C(C=C1)N1CCCCC1)=O